ClC1=C(C(=O)NC2=CC(=CC=C2)S(N)(=O)=O)C(=CC(=C1)Cl)OC1=C(C=C(C=C1)F)C 2,4-dichloro-6-(4-fluoro-2-methylphenoxy)-N-(3-sulfamylphenyl)benzamide